C(=O)O.C(C=C)(=O)NC1=C(C(=O)NC2=CC(=NN2)CCC2=CC(=CC(=C2)OC)OC)C=CC(=C1)N(CCC(F)(F)F)C 2-acrylamido-N-(3-(3,5-dimethoxyphenethyl)-1H-pyrazol-5-yl)-4-(methyl-(3,3,3-trifluoropropyl)amino)benzamide formate